(3,3-difluorocyclobutyl)methyl (4-cyclobutyl-3-(3,3-difluoro-cyclobutyl)-1-methyl-1H-pyrazol-5-yl)carbamate C1(CCC1)C=1C(=NN(C1NC(OCC1CC(C1)(F)F)=O)C)C1CC(C1)(F)F